COC=1[C@H](N=C(CN1)OC)C(C)C (2R)-3,6-dimethoxy-2-(prop-2-yl)-2,5-dihydropyrazine